N2-(4-methoxy-3-(4-((methylamino)methyl)-1H-pyrazol-1-yl)phenyl)-N4-methylpyrimidine-2,4-diamine COC1=C(C=C(C=C1)NC1=NC=CC(=N1)NC)N1N=CC(=C1)CNC